((1R,4R,7R)-7-amino-2-azabicyclo[2.2.1]heptan-2-yl)(2-(9-(cyclopropylmethyl)-9H-imidazo[1,2-a]pyrrolo[2,3-c]pyridin-8-yl)-7-fluoro-1-methyl-1H-benzo[d]imidazol-5-yl)methanone N[C@H]1[C@@H]2N(C[C@H]1CC2)C(=O)C2=CC1=C(N(C(=N1)C1=CC3=C(C=4N(C=C3)C=CN4)N1CC1CC1)C)C(=C2)F